9,9-bis(4-glycidyloxy-3-tolyl)fluorene C(C1CO1)OC1=C(C=C(C=C1)C)C1(C2=CC=CC=C2C=2C=CC=CC12)C=1C=C(C=CC1OCC1CO1)C